(5-((tert-butyldimethylsilyl)oxy)-2-chlorophenyl)-4-methoxy-2-((3-methyl-4-(1-methyl-piperidin-4-yl)phenyl)amino)pyrimidine-5-carboxamide [Si](C)(C)(C(C)(C)C)OC=1C=CC(=C(C1)C1=C(C(=NC(=N1)NC1=CC(=C(C=C1)C1CCN(CC1)C)C)OC)C(=O)N)Cl